CS(=O)(=O)N1CCC(CC1)NC=1N=CC2=CC=NC=C2C1 N-(1-(methylsulfonyl)piperidin-4-yl)-2,6-naphthyridin-3-amine